3-{[(2E)-3-phenylprop-2-en-1-yl]sulfanyl}-5-propyl[1,2,4]triazolo[4,3-a]pyrimidin C1(=CC=CC=C1)/C=C/CSC1=NN=C2N1C(=CC=N2)CCC